CN(C(=O)C=1NC(C=CC1)=O)C1=CC2=CC=CC=C2C=C1 N-methyl-N-(naphthalen-2-yl)-6-oxo-1,6-dihydropyridine-2-carboxamide